CC=C[SiH](OC(C#C)(C)C)OC(C#C)(C)C methylvinyl-bis(1,1-dimethyl-2-propynoxy)silane